bicyclo[2.2.2]oct-7-en C12CCC(CC1)C=C2